COC1O[C@@H]([C@H]2OC(O[C@H]21)(C)C)CC(=O)NCCCC 2-[(3aR,6R,6aR)-4-Methoxy-2,2-dimethyl-3a,4,6,6a-tetrahydro-furo[3,4-d][1,3]-dioxol-6-yl]-N-butyl-acetamide